CC(CN(C(OCC1=CC=CC=C1)=O)C)(CCCC=C)C Benzyl (2,2-dimethylhept-6-en-1-yl)(methyl)carbamate